O=C1NC(CCC1N1C(C2=CC=CC(=C2C1=O)N1CCC(CC1)CCCN1N=CC(=C1)C1=CC=C(C(=O)NC2=CC3=C(NC(=N3)CN3CCCC3)C=C2)C=C1)=O)=O 4-(1-(3-(1-(2-(2,6-dioxopiperidin-3-yl)-1,3-dioxoisoindolin-4-yl)piperidin-4-yl)propyl)-1H-pyrazol-4-yl)-N-(2-(pyrrolidin-1-ylmethyl)-1H-benzo[d]imidazol-5-yl)benzamide